C(C)ON(C1=CC=C(C=C1)S(=O)(=O)C)CC#C ethoxy-4-(methylsulfonyl)-N-(prop-2-yn-1-yl)aniline